3E,5E-octadien-2-one CC/C=C/C=C/C(=O)C